(1R,3R,4R)-N-((R)-1-cyano-2-((S)-2-oxopiperidin-3-yl)ethyl)-2-((S)-3-cyclopropyl-2-((1-methyl-1H-pyrazol-4-yl)amino)propanoyl)-5,5-difluoro-2-azabicyclo[2.2.2]octane-3-carboxamide C(#N)[C@@H](C[C@H]1C(NCCC1)=O)NC(=O)[C@@H]1N([C@H]2CC([C@@H]1CC2)(F)F)C([C@H](CC2CC2)NC=2C=NN(C2)C)=O